dipiperazinedione hydrate O.N1C(C(NCC1)=O)=O.N1C(C(NCC1)=O)=O